N-[[4-[5-amino-4-cyano-1-(2-methoxy-1-methyl-ethyl)pyrazol-3-yl]phenyl]methyl]-2-methoxy-benzamide NC1=C(C(=NN1C(COC)C)C1=CC=C(C=C1)CNC(C1=C(C=CC=C1)OC)=O)C#N